COC1=C(C=CC(=C1)C1=NN=CN1C)NC=O N-(2-methoxy-4-(4-methyl-4H-1,2,4-triazol-3-yl)phenyl)formamide